FC1=C(OC2=C(C(=O)N)C=CC=N2)C=CC(=C1)CC(=O)NC=1SC(=C(N1)C1=CC=C(C=C1)S(=O)(=O)C)C 2-(2-fluoro-4-(2-((5-methyl-4-(4-(methylsulfonyl)phenyl)thiazol-2-yl)amino)-2-oxoethyl)phenoxy)nicotinamide